3-ethoxy-4-(((Z)-hex-3-en-1-yl)oxy)benzaldehyde O-methyl oxime CON=CC1=CC(=C(C=C1)OCC\C=C/CC)OCC